acryloylhydroxypropyl-ethyldimethoxysilane C(C=C)(=O)CO[Si](OC)(CC)CCCO